(1R,4R,5S)-N-(3,4-dichlorophenyl)-5-hydroxy-7-oxabicyclo[2.2.1]hept-2-ene-2-carboxamide ClC=1C=C(C=CC1Cl)NC(=O)C=1[C@H]2C[C@@H]([C@@H](C1)O2)O